C1(=C(C(=C(C=2C3=C(C(=C(C(=C3NC12)[2H])[2H])[2H])[2H])N1C2=C(C(=C(C(=C2C=2C(=C(C(=C(C12)[2H])[2H])[2H])[2H])[2H])[2H])[2H])[2H])[2H])[2H])[2H] 9H-4,9'-bicarbazole-1,1',2,2',3,3',4',5,5',6,6',7,7',8,8'-d15